CC(CC[C@@H](CO)C(C)C)C (R)-5-methyl-2-(1-methylethyl)-1-hexanol